FC=1C=CC(=NC1)COC=1C=CC2=C(C(=C(O2)C)C(=O)NC2(C(NCC2)=O)CO)C1 5-((5-Fluoropyridin-2-yl)methoxy)-N-(3-(hydroxymethyl)-2-oxopyrrolidin-3-yl)-2-methylbenzofuran-3-carboxamide